ClC1=NC=C(C=C1S(=O)(=O)Cl)Cl 2,5-dichloropyridine-3-sulfonyl chloride